(Z)-2-(Octadec-9-en-1-yloxy)-4-pentadecylbenzaldehyde C(CCCCCCC\C=C/CCCCCCCC)OC1=C(C=O)C=CC(=C1)CCCCCCCCCCCCCCC